2-[[4-[4-(hydroxymethyl)-1-piperidinyl]-6-[[(3,4,5-trimethoxyphenyl)methyl]amino]-2-pyrimidinyl]amino]-4-methyl-5-thiazolecarboxylic acid ethyl ester C(C)OC(=O)C1=C(N=C(S1)NC1=NC(=CC(=N1)N1CCC(CC1)CO)NCC1=CC(=C(C(=C1)OC)OC)OC)C